4-((S)-1-(5-fluoropyridin-2-yl)ethoxy)-6-(1-((1r,4S)-4-hydroxycyclohexyl)-5-methyl-1H-pyrazol-4-yl)pyrazolo[1,5-a]pyridine-3-carbonitrile FC=1C=CC(=NC1)[C@H](C)OC=1C=2N(C=C(C1)C=1C=NN(C1C)C1CCC(CC1)O)N=CC2C#N